N[C@H]1CN(CCC1)CC=1C=C2C(=NNC2=CC1)NC1=CC=C(C=C1)C1=CC2=C(N=CN=C2N2CCOCC2)N1 (R)-5-((3-aminopiperidin-1-yl)methyl)-N-(4-(4-morpholinyl-7H-pyrrolo[2,3-d]pyrimidin-6-yl)phenyl)-1H-indazol-3-amine